NCCCNCCC[Si](OCC)(OCC)OCC N-(3-aminopropyl)-3-aminopropyltriethoxysilane